Gold format C(=O)[O-].[Au+3].C(=O)[O-].C(=O)[O-]